CC1=CC=C(C=C1)S(=O)[O-].[Ca+2].CC1=CC=C(C=C1)S(=O)[O-] calcium p-toluenesulfinate